2-fluoro-1-(4-methyl-2-(methoxyamino)thiazol-5-yl)prop-2-en-1-one FC(C(=O)C1=C(N=C(S1)NOC)C)=C